N[C@@H](CC(=O)OCC)C=1C=C(C=C(C1F)C(F)(F)F)C1=C(C(=CC=C1C)C)C (S)-ethyl 3-amino-3-(4-fluoro-2',3',6'-trimethyl-5-(trifluoromethyl)biphenyl-3-yl)propanoate